((4-cyclopropyl-6-((3'-(4-cyclopropyl-5-(((2-hydroxyethyl)amino)methyl)picolinamido)-2,2'-dimethyl-[1,1'-biphenyl]-3-yl)carbamoyl)pyridin-3-yl)methyl)-D-serine C1(CC1)C1=C(C=NC(=C1)C(NC=1C(=C(C=CC1)C1=C(C(=CC=C1)NC(C1=NC=C(C(=C1)C1CC1)CNCCO)=O)C)C)=O)CN[C@H](CO)C(=O)O